FC(S(=O)(=O)N1C[C@H](C[C@H]1CO)NC(CC=1N=CC2=CC=C(C=C2C1)C1=NC(=CC=C1)N1C[C@@H](O[C@@H](C1)C)C)=O)F N-((3S,5S)-1-((difluoromethyl)sulfonyl)-5-(hydroxymethyl)pyrrolidin-3-yl)-2-(6-(6-((cis)-2,6-dimethylmorpholino)pyridin-2-yl)isoquinolin-3-yl)acetamide